ClC1=CC(=NC2=CC=NC=C12)C1=C(C=C(C(=C1)F)C(F)(F)F)OC1=C(C(=C(C=C1)F)F)OC 4-Chloro-2-[2-(3,4-difluoro-2-methoxy-phenoxy)-5-fluoro-4-(trifluoromethyl)phenyl]-1,6-naphthyridine